4-(2,2'-bipyridin-4-yl)butyric acid N1=C(C=C(C=C1)CCCC(=O)O)C1=NC=CC=C1